C(C)(C)(C)N1CC(C(CC1)=O)Br tert-butyl-3-bromo-4-piperidone